BrC=1C2(C3=CC=C(C=C3C1)F)CCC1(CC2)OCCO1 bromo-5''-fluorodispiro[[1,3]dioxolane-2,1'-cyclohexane-4',1''-indene]